2-chloro-5-(fluoromethyl)-N-(4-methoxybenzyl)pyridin-4-amine ClC1=NC=C(C(=C1)NCC1=CC=C(C=C1)OC)CF